COC(CCCCC/C=C/C=C)OC (3E)-10,10-dimethoxy-1,3-decadiene